CNC(C1=CC(=CC=C1)C(C)N1C(C2=CC=C(C=C2C=C1)C=1C=NNC1C(F)(F)F)=O)=O N-Methyl-3-(1-(1-oxo-6-(5-(trifluoromethyl)-1H-pyrazol-4-yl)isoquinolin-2(1H)-yl)ethyl)benzamide